C(C)OC(CC1=C(C=C(C=C1)OC)OCC1=C(OC2=C1C=C(C=C2)Br)CCC)=O 2-(2-((5-bromo-2-propylbenzofuran-3-yl)methoxy)-4-methoxyphenyl)acetic acid ethyl ester